ClC=1C=CC(=C(C(=O)O)C1)NC1=C(C=NC2=C(C=C(C=C12)Cl)C(F)(F)F)S(=O)(=O)N1CCSCC1 5-Chloro-2-[[6-chloro-3-thiomorpholinylsulfonyl-8-(trifluoromethyl)-4-quinolinyl]amino]benzoic acid